NC1=CC(=NC(=N1)SC)O 6-amino-2-(methylthio)pyrimidin-4-ol